OC[C@H]1CN(CCO1)C1=CC=C(N=N1)C1=C(C=C(C=C1C)C(F)(F)F)O 2-[6-[(2R)-2-(hydroxymethyl)morpholin-4-yl]pyridazin-3-yl]-3-methyl-5-(trifluoromethyl)phenol